C(C)NC1CC(N(CC1)CC1=C2C=CNC2=C(C=C1OC)C)C1=CC(=C(C(=O)O)C=C1)F 4-[4-(ethylamino)-1-[(5-methoxy-7-methyl-1H-indol-4-yl)methyl]-2-piperidinyl]-2-fluoro-benzoic acid